O=C1N(C(CCC1C1=NN(C2=CC=C(C=C12)C#CCNC(OC(C)(C)C)=O)C)=O)COCC[Si](C)(C)C tert-Butyl (3-(3-(2,6-dioxo-1-((2-(trimethylsilyl)ethoxy)methyl)piperidin-3-yl)-1-methyl-1H-indazol-5-yl)prop-2-yn-1-yl)carbamate